[Si](C1=CC=CC=C1)(C1=CC=CC=C1)(C(C)(C)C)O[C@@H]1C[C@@H](N(C1)C(=O)OC(C)(C)C)COC1=C(C(=C(C(=C1C(=O)OC)OC(C)C)Cl)C)Cl tert-Butyl (2R,4R)-4-((tert-butyldiphenylsilyl)oxy)-2-((2,4-dichloro-5-isopropoxy-6-(methoxycarbonyl)-3-methylphenoxy)methyl)pyrrolidin-1-carboxylate